C(#N)N1CC2=CC(=CC(=C2C1)C1=C(C(=O)N)C=CC=C1)C#N (2,6-Dicyanoisoindolin-4-yl)benzamide